FC(N1N=CC(=C1)NCC1=NC=C(C=C1)C(F)(F)F)F 1-(difluoromethyl)-N-((5-(trifluoromethyl)pyridin-2-yl)methyl)-1H-pyrazol-4-amine